CN(C=1C=C2C=CC(=CC2=CC1)C=O)C 6-(dimethylamino)-2-naphthaldehyde